ClC=1C(=C2C=NC(=NC2=C(C1I)F)SCC)COC 6-chloro-2-ethylsulfanyl-8-fluoro-7-iodo-5-(methoxymethyl)quinazoline